trifluorooxonium F[O+](F)F